3-[[6-[(5-fluoro-2-pyridinyl)amino]-1,3-benzothiazol-2-yl]carbamoyl]bicyclo[2.2.1]hept-5-ene-2-carboxylic acid FC=1C=CC(=NC1)NC1=CC2=C(N=C(S2)NC(=O)C2C(C3C=CC2C3)C(=O)O)C=C1